(S)-2-amino-5-(3,5-difluorophenyl)-4-oxo-4,5-dihydrofuran-3-yl-5-d phenylmethanesulfonate C1(=CC=CC=C1)CS(=O)(=O)OC1=C(O[C@@](C1=O)([2H])C1=CC(=CC(=C1)F)F)N